3-(4-chlorophenyl)-2-phenylpentanedioic acid ClC1=CC=C(C=C1)C(C(C(=O)O)C1=CC=CC=C1)CC(=O)O